3-(3,4-bis(hexyloxy)phenyl)acrylhydrazide C(CCCCC)OC=1C=C(C=CC1OCCCCCC)C=CC(=O)NN